ethyl-3-ethyl-6-nonyne-1-ol C(C)C(CC(CCC#CCC)CC)O